CC1(OB(OC1(C)C)C1=CC=C(CN2C3CCC(C2)CC3)C=C1)C 2-(4-(4,4,5,5-tetramethyl-1,3,2-dioxaborolan-2-yl)benzyl)-2-azabicyclo[2.2.2]octane